C1(CCCCC1)C1(C(N(C2=C(C(CC=C12)F)F)CC)=O)C1=CC=C(C=C1)B(O)O (4-(3-cyclohexyl-1-ethyl-6,7-difluoro-2-oxo-2,3,5,6-tetrahydro-1H-indol-3-yl)phenyl)boronic acid